BrC1=CC=C2C(=NC(=NC2=C1F)Cl)N1CCCC2(C(NC(N2)=O)=O)C1 9-(7-bromo-2-chloro-8-fluoro-quinazolin-4-yl)-1,3,9-triazaspiro[4.5]decane-2,4-dione